C(C)(CC)C1=CC=CC=C1 secondary butyl-benzene